FC=1C=C2C(=NC1)NC(C21CCNCC1)=O 5-fluorospiro[1H-pyrrolo[2,3-b]pyridine-3,4'-piperidine]-2-one